FC1=CC=C(C=C1)[C@@H](C(=O)N1CCN(CC1)C=1C=NN2C1C=CC(=C2)C=2C=NN(C2)C)C (S)-2-(4-fluorophenyl)-1-(4-(6-(1-methyl-1H-pyrazol-4-yl)pyrazolo[1,5-a]pyridin-3-yl)piperazin-1-yl)propan-1-one